CC1=NSC(=C1)N 3-methylisothiazol-5-amine